C(C1=CC=CC=C1)OC1=NC(=CC=C1N1C=NC2=C1C=CC(=C2)N2CCC(CC2)NC(OC(C)(C)C)=O)OC2=CC=CC=C2 tert-Butyl N-[1-[1-(2-benzyloxy-6-phenoxy-3-pyridyl)benzimidazol-5-yl]-4-piperidyl]carbamate